O.C(C)#N acetonitrile compound with water